ClC1=CC=C(C=C1)NCC (S)-4-chlorophenyl-ethylamine